methyl 2-[1-[2-[3,5-bis(difluoromethyl)-1H-pyrazol-1-yl] acetyl]-4-piperidinyl]-4-thiazolecarboxylate FC(C1=NN(C(=C1)C(F)F)CC(=O)N1CCC(CC1)C=1SC=C(N1)C(=O)OC)F